C(C1=CC=CC=C1)OC(CC[C@H](N)C(=O)O)=O L-glutamic acid-5-Benzyl ester